(2S)-2-amino-4-{[(1r,3r)-3-aminocyclobutyl]carbamoyl}butanoic acid N[C@H](C(=O)O)CCC(NC1CC(C1)N)=O